ethyl-phenyl-silanediol C(C)[Si](O)(O)C1=CC=CC=C1